4-(difluoro((1-methyl-1H-pyrazol-5-yl)sulfonyl)methyl)-N-(pyridazin-4-yl)piperidine-1-carboxamide FC(C1CCN(CC1)C(=O)NC1=CN=NC=C1)(S(=O)(=O)C1=CC=NN1C)F